C1(CC1)C1=NOC=C1C(=O)N[C@@H](C1CCC(CC1)(F)F)C=1N=C2N(C=CC(=N2)[C@@H](NC(CC2CC(C2)(F)F)=O)C2CC2)C1 3-Cyclopropyl-N-((S)-(7-((S)-cyclopropyl(2-(3,3-difluorocyclobutyl)acetamido)methyl)imidazo[1,2-a]pyrimidin-2-yl)(4,4-difluorocyclohexyl)methyl)isoxazole-4-carboxamide